FC(C(=O)N1CC(C1)C1=NN(C2=NC=CC(=C21)N2CC(C2)(CO)O)C2=CC=C(C=C2)OC(F)(F)F)=C 2-fluoro-1-[3-[4-[3-hydroxy-3-(hydroxymethyl)azetidin-1-yl]-1-[4-(trifluoromethoxy)phenyl]pyrazolo[3,4-b]pyridin-3-yl]azetidin-1-yl]prop-2-en-1-one